6-[7-fluoro-2-[(7R)-4-methyl-4-azaspiro[2.5]oct-7-yl]indazol-5-yl]-2,8-dimethyl-imidazo[1,2-B]pyridazine FC1=CC(=CC2=CN(N=C12)[C@@H]1CCN(C2(CC2)C1)C)C=1C=C(C=2N(N1)C=C(N2)C)C